(1R,2S)-N-(4-(2-chloro-5-methoxyphenyl)-5-(methoxymethyl)-4H-1,2,4-triazol-3-yl)-1-(5-chloro-2-pyrimidinyl)-1-methoxy-2-propanesulfonamide ClC1=C(C=C(C=C1)OC)N1C(=NN=C1COC)NS(=O)(=O)[C@H]([C@H](OC)C1=NC=C(C=N1)Cl)C